C=CCCCCCCCCC 1-undecene